ethyl di-(2-butyl) phosphate P(=O)(OCC)(OC(C)CC)OC(C)CC